N,N-dibenzyl-2-(4-methoxy-1H-indol-3-yl)ethanamine C(C1=CC=CC=C1)N(CCC1=CNC2=CC=CC(=C12)OC)CC1=CC=CC=C1